Methyl 4-methyl-3-[4-(3-pyridyl)triazol-1-yl]benzoate CC1=C(C=C(C(=O)OC)C=C1)N1N=NC(=C1)C=1C=NC=CC1